O=C1NC(CCC1N1C(C2=CC=CC(=C2C1)NCC1=CC=C(C=C1)C1=CC=C(C=C1)C(=O)N[C@H]1C[C@@H](CC1)NC1=CC(=NC=2N1N=CC2)CCC)=O)=O 4'-(((2-(2,6-dioxopiperidin-3-yl)-1-oxoisoindolin-4-yl)amino)methyl)-N-((1R,3R)-3-((5-propylpyrazolo[1,5-a]pyrimidin-7-yl)amino)cyclopentyl)-[1,1'-biphenyl]-4-carboxamide